3-(5-Bromo-3-hydroxypicolinamido)-2,2-dimethylpropionic acid ethyl ester C(C)OC(C(CNC(C1=NC=C(C=C1O)Br)=O)(C)C)=O